C(C)(C)(C)OC(=O)N(C1C(C1)C1=CC=C(C=C1)F)CC1CCN(CC1)C1=CC=C(C(=O)OC)C=C1 Methyl 4-(4-(((tert-butoxycarbonyl)(2-(4-fluorophenyl)cyclopropyl)amino)methyl) piperidin-1-yl)benzoate